methyl-cyclohexyl-dipropoxysilane C[Si](OCCC)(OCCC)C1CCCCC1